8-Benzyl-5-hydroxymethyl-1,3,6,7,8,9-hexahydro-2,4,8-triaza-cyclopenta[a]naphthalen C(C1=CC=CC=C1)N1CCC2=C(N=C3C(=C2C1)CNC3)CO